4-(isoindolin-5-yl)-2-methylmorpholine C1NCC2=CC(=CC=C12)N1CC(OCC1)C